FC=1C=C2C=NN(C2=C(C1OCOC)F)C1=CC=C(C=C1)N1CC(SC(C1)C)C 4-(4-(5,7-Difluoro-6-(methoxymethoxy)-1H-indazol-1-yl)phenyl)-2,6-dimethylthiomorpholine